4-[(5-Bromo-6-methoxy-3-nitro-2-pyridyl)amino]-2-[3-(difluoromethoxy)-5-methyl-pyrazol-1-yl]benzonitrile BrC=1C=C(C(=NC1OC)NC1=CC(=C(C#N)C=C1)N1N=C(C=C1C)OC(F)F)[N+](=O)[O-]